COC([C@H](CC(C)C)N1N=C(C=C(C1=O)C(F)(F)F)Cl)=O (S)-2-(3-chloro-6-oxo-5-(trifluoromethyl)pyridazin-1(6H)-yl)-4-methylpentanoic acid methyl ester